ClC=1C(=NC(=NC1)N1CCC(CC1)NC1=CC=C2C(=NN(C2=C1)C)N1C(NC(CC1)=O)=O)NC=1C=C2CC(N(C2=CC1)C)=O 1-(6-((1-(5-chloro-4-((1-methyl-2-oxoindolin-5-yl)amino)pyrimidin-2-yl)piperidin-4-yl)amino)-1-methyl-1H-indazol-3-yl)dihydropyrimidine-2,4(1H,3H)-dione